sodium cetyl-sulfonate salt C(CCCCCCCCCCCCCCC)S(=O)(=O)[O-].[Na+]